CC12NC=3C=C4C(=CC3C=C1CCC2)SC=N4 5a-Methyl-5a,6,7,8-tetrahydro-5H-cyclopenta[b]thiazolo[5,4-g]quinoline